CC1=CC=C(C=C1)S(=O)(=O)[O-].C[N+]1=CC=CC=C1 methylpyridinium p-toluenesulfonate